N-methyloxan-4-amine CNC1CCOCC1